C(C)(C)(C)OC([C@H]([C@H](CCCB1OC(C(O1)(C)C)(C)C)CN=[N+]=[N-])N(C)C(=O)OCC1=CC=CC=C1)=O.C1(CCC1)NC1=C(C=CC(=C1)C=1OC=CN1)[N+](=O)[O-] N-cyclobutyl-2-nitro-5-(1,3-oxazol-2-yl)aniline (2S,3R)-tert-butyl-3-(azidomethyl)-2-((benzyloxycarbonyl)(methyl)amino)-6-(4,4,5,5-tetramethyl-1,3,2-dioxaborolan-2-yl)hexanoate